(S)-benzyl 2-(2,6-dichloro-4-((S)-1-phenylethylcarbamoyl)benzamido)-3-(3-((R)-2,3-dihydro-1H-inden-1-yl)ureido)propanoate ClC1=C(C(=O)N[C@H](C(=O)OCC2=CC=CC=C2)CNC(=O)N[C@@H]2CCC3=CC=CC=C23)C(=CC(=C1)C(N[C@@H](C)C1=CC=CC=C1)=O)Cl